C(C)(=O)OC1CCC=2C1=NC=CC2 6,7-dihydro-5H-cyclopenta[b]pyridin-7-yl acetate